tin Lead-antimony [Sb].[Pb].[Sn]